5-(benzyloxy)-7-methylchromane-8-carboxylic acid C(C1=CC=CC=C1)OC1=C2CCCOC2=C(C(=C1)C)C(=O)O